O[C@H]1[C@H](N(CC1)C1=C(C#N)C(=CC(=N1)C)C(F)(F)F)C(=O)N1CCCC2=C(C=CC=C12)C 2-((2s,3r)-3-hydroxy-2-(5-methyl-1,2,3,4-tetrahydroquinolin-1-carbonyl)pyrrolidin-1-yl)-6-methyl-4-(trifluoromethyl)nicotinonitrile